(3S,4R)-4-{[6-cyano-5-iodo-7-(1,1,1-trifluoropropan-2-yl)pyrrolo[2,1-f][1,2,4]triazin-2-yl]amino}oxan-3-yl acetate C(C)(=O)O[C@@H]1COCC[C@H]1NC1=NN2C(C=N1)=C(C(=C2C(C(F)(F)F)C)C#N)I